(2-methoxynaphthalen-1-yl)magnesium bromide COC1=C(C2=CC=CC=C2C=C1)[Mg]Br